N(=[N+]=[N-])[C@](C)(CCC)C1=CN=C(C2=CN=C(C=C12)Cl)OC1CN(C1)C(C)=O (R)-1-(3-((4-(2-azidopentan-2-yl)-6-chloro-2,7-naphthyridin-1-yl)oxy)azetidin-1-yl)ethan-1-one